O1C=CC=2C=NC=C(C21)C(=O)N Furano[3,2-c]Pyridine-7-carboxamide